C(#C)C1=C(C=CC=C1)COC1=C(C=C(C=C1)C1C=2C(NC(C1)=O)=NNC2)OC 4-{4-[(2-ethynylphenyl)methoxy]-3-methoxyphenyl}-2H,4H,5H,6H,7H-pyrazolo[3,4-b]pyridin-6-one